Ammonium iron (III) citrate Iron (III) pyrophosphate [O-]P([O-])(=O)OP(=O)([O-])[O-].[Fe+3].C(CC(O)(C(=O)[O-])CC(=O)[O-])(=O)[O-].[Fe+3].[NH4+]